2-(4-tert-butyl-2,3-difluoro-6-methyl-phenyl)-4-oxo-1H-1,6-naphthyridine-5-carboxamide C(C)(C)(C)C1=C(C(=C(C(=C1)C)C=1NC=2C=CN=C(C2C(C1)=O)C(=O)N)F)F